[2-hydroxy-1-(hydroxymethyl)ethyl]acetamide OCC(CO)CC(=O)N